O1CCC(=CC1)C1=NN2C(NC(=C(C2=O)N2C3CCN(CC3C2)C(=O)OC(C)(C)C)CC)=N1 tert-butyl 7-(2-(3,6-dihydro-2H-pyran-4-yl)-5-ethyl-7-oxo-4,7-dihydro-[1,2,4]triazolo[1,5-a]pyrimidin-6-yl)-3,7-diazabicyclo[4.2.0]octane-3-carboxylate